3-(3-(2-oxo-3-(trifluoromethyl)imidazolin-1-yl)piperidin-1-yl)-1,2,4-triazine-6-carboxamide O=C1N(CCN1C(F)(F)F)C1CN(CCC1)C=1N=NC(=CN1)C(=O)N